FCCOC1=CC=C(C=N1)N1N=C(C(=C1)C=O)C(=O)OCC ethyl 1-(6-(2-fluoroethoxy)pyridin-3-yl)-4-formyl-1H-pyrazole-3-carboxylate